2-ethyl-pentanol C(C)C(CO)CCC